C(C)C=1N=C2N(C=C(C=C2)C2CCN(CC2)C(C)C)C1N(C=1SC=C(N1)C1=CC=C(C=C1)F)C N-(2-ethyl-6-(1-isopropylpiperidin-4-yl)imidazo[1,2-a]pyridin-3-yl)-4-(4-fluorophenyl)-N-methylthiazol-2-amine